6-amino-2,3-dihydro-4H-benzo[b][1,4]oxazin-4-yl-2-phenylacetate NC1=CC2=C(OCCN2C(C(=O)[O-])C2=CC=CC=C2)C=C1